C[C@H]1C[C@@]2(CCN1C(=O)[O-])OCC1(C3=C2SC=C3)SCCCS1 (6''S,7'R)-6''-methyl-5'H-dispiro[1,3-dithiane-2,4'-thieno[2,3-c]pyran-7',4''-piperidine]-1''-carboxylate